C1(CCCCC1)CN1C(CN(C=2C(NC(=NC12)N)=O)C)CC 8-(cyclohexyl)methyl-7-ethyl-5-methyl-7,8-dihydropterin